3-((3-Bromophenyl)amino)-2-(2-hydroxyethyl)-3-(trifluoromethyl)-3,4-dihydroisoquinolin-1(2H)-one BrC=1C=C(C=CC1)NC1(N(C(C2=CC=CC=C2C1)=O)CCO)C(F)(F)F